21-acetoxy-17alpha-hydroxypregna-4-ene-3,20-dione C(C)(=O)OCC([C@]1(CC[C@H]2[C@@H]3CCC4=CC(CC[C@]4(C)[C@H]3CC[C@]12C)=O)O)=O